O1CC=CC2=C1C=CC=C2 BENZPYRAN